4-[2-(4-Methoxy-2,3-dimethyl-benzenesulfonylamino)-phenylethynyl]-benzoic acid COC1=C(C(=C(C=C1)S(=O)(=O)NC1=C(C=CC=C1)C#CC1=CC=C(C(=O)O)C=C1)C)C